C1(=CC=CC=C1)S(=O)(=O)OC1=C(C=CC=2CC3N(CC12)CCC=1C=C(C(=CC13)OC)OC(F)F)OC 3-(Difluoromethoxy)-2,10-dimethoxy-5,6,7,8,13,13a-hexahydroisoquinolino[2,1-b]isoquinolin-9-yl benzenesulfonate